FC=1C=C2C(=CNC(C2=CC1F)=O)C(C)N(C(=O)NC1=CC=CC=C1)CC 1-(1-(6,7-difluoro-1-oxo-1,2-dihydroisoquinolin-4-yl)ethyl)-1-ethyl-3-phenylurea